BrC1=C(C=2C(N(C1=O)C)=CN(N2)CC#N)N2[C@H](CN([C@@H](C2)C)[C@@H](C)C=2C=C1N=C(C=NC1=CC2)C)C 2-(6-bromo-7-((2S,5r)-2,5-dimethyl-4-((S)-1-(3-methylquinoxalin-6-yl)ethyl)piperazin-1-yl)-4-methyl-5-oxo-4,5-dihydro-2H-pyrazolo[4,3-b]Pyridin-2-yl)acetonitrile